Z-3-Hexene CC\C=C/CC